C(C)(=O)[O-].C(CCC)[N+](CCCC)(CCCC)CCCC Tetrabutylammonium acetate